CC1=C(C(=CC(=C1)N1CC2=CC=C(C=C2CC1)OC(F)(F)F)C)NC(CC(C)(C)C)=O N-(2,6-dimethyl-4-(6-(trifluoromethoxy)-3,4-dihydroisoquinolin-2(1H)-yl)phenyl)-3,3-dimethylbutanamide